4-fluoro-N-(1-{5-[6-(trifluoromethyl)pyrimidin-4-yl]-5,6,7,8-tetrahydro-1,5-naphthyridin-2-yl}ethyl)benzamide FC1=CC=C(C(=O)NC(C)C2=NC=3CCCN(C3C=C2)C2=NC=NC(=C2)C(F)(F)F)C=C1